(S)-4-((R)-1,1-dimethylethylsulfinamido)-2-oxa-8-azaspiro[4.5]decane-8-carboxylic acid tert-butyl ester C(C)(C)(C)OC(=O)N1CCC2([C@@H](COC2)N[S@](=O)C(C)(C)C)CC1